C1(CCCCC1)N1/C(/SC=C1C)=N/C(OCC)=O (Z)-Ethyl (3-cyclohexyl-4-methylthiazol-2(3H)-ylidene)carbamate